2-(4-fluorophenyl)-N-{4-[5-methyl-4-oxo-3-(3-thienyl)-4,5-dihydro-1H-pyrrolo[3,2-c]pyridin-2-yl]pyridin-2-yl}propanamide FC1=CC=C(C=C1)C(C(=O)NC1=NC=CC(=C1)C1=C(C=2C(N(C=CC2N1)C)=O)C1=CSC=C1)C